N[C@@H]1[C@H]2CC[C@@H](C1)N2C=2N(C(C1=C(N2)NC=C1C1=C(C2=C(N(N=C2C(=C1)Cl)C)Cl)Cl)=O)C 2-((1R,2S,4S)-2-amino-7-aza-bicyclo[2.2.1]heptan-7-yl)-3-methyl-5-(3,4,7-trichloro-2-methyl-2H-indazol-5-yl)-3,7-dihydro-4H-pyrrolo[2,3-d]pyrimidin-4-one